tert-butyl 2-(5-{[4-bromo-1-(cyclopropylmethyl)pyrazol-3-yl]oxy}-2-fluorophenyl)-2-oxoacetate BrC=1C(=NN(C1)CC1CC1)OC=1C=CC(=C(C1)C(C(=O)OC(C)(C)C)=O)F